2-(((3,3-dibutyl-7-methylthio-1,1-dioxido-5-phenyl-2,3,4,5-tetrahydrobenzo[b][1,4]thiazepin-8-yl)methyl)amino)-4-methylpentanoic acid C(CCC)C1(CN(C2=C(S(C1)(=O)=O)C=C(C(=C2)SC)CNC(C(=O)O)CC(C)C)C2=CC=CC=C2)CCCC